C(C)OC=1N=CC2=C(N1)N(C(C(=C2)C=2C=CC1=C(N(C=N1)C)C2)=O)C2CCN(CC2)C 2-ethoxy-6-(1-methyl-1H-benzo[d]imidazol-6-yl)-8-(1-methylpiperidin-4-yl)pyrido[2,3-d]pyrimidin-7(8H)-one